tert-butyl (3-((5-((N-benzylacetamido)methyl)-2-(methylthio)pyrimidin-4-yl)amino)phenyl)carbamate C(C1=CC=CC=C1)N(C(C)=O)CC=1C(=NC(=NC1)SC)NC=1C=C(C=CC1)NC(OC(C)(C)C)=O